BrC=1C(=C2NC(C(NC2=C(C1)C1CC1)=O)(C)C)F 6-bromo-8-cyclopropyl-5-fluoro-3,3-dimethyl-3,4-dihydro-1H-quinoxalin-2-one